COC=1C=C(C=CC1OC1=CC=C(C=C1)N1C(C=CC1=O)=O)C(C)(C)C1=CC(=C(C=C1)OC1=CC=C(C=C1)N1C(C=CC1=O)=O)OC 2,2-bis[3-methoxy-4-(4-maleimidophenoxy)phenyl]propane